S1CCC1 thietidin